COC(=O)C1=NC(=C(N=C1C)N[C@H]1[C@@H](CNCC1)C)CC1=CC=C(C=C1)F 6-(4-Fluorobenzyl)-3-methyl-5-((trans-3-methylpiperidin-4-yl)amino)pyrazine-2-carboxylic acid methyl ester